Cl.NC\C=C(\CN1C(=NC2=C1C=C(C=C2C2=CC=C(C=C2)S(NC(C)(C)C)(=O)=O)C(=O)OC)C)/F methyl (Z)-1-(4-amino-2-fluorobut-2-en-1-yl)-4-(4-(N-(tert-butyl)sulfamoyl)phenyl)-2-methyl-1H-benzo[d]imidazol-6-carboxylate hydrochloride